COC1=CC=C(C=C1)C(OC[C@@H]1[C@H](C[C@@H](O1)N1C2=NC=NC(=C2NC1=O)NCC)O)(C1=CC=CC=C1)C1=CC=C(C=C1)OC 9-((2R,4S,5R)-5-((bis(4-methoxyphenyl)(phenyl)methoxy)methyl)-4-hydroxytetrahydrofuran-2-yl)-6-(ethylamino)-7,9-dihydro-8H-purin-8-one